C(C)(=O)N1CC=2N(CC1)N=C(C2C2=CC(=NC=C2)NC(CC2CC2)=O)C2=CC=C(C=C2)F N-(4-(5-acetyl-2-(4-fluorophenyl)-4,5,6,7-tetrahydropyrazolo[1,5-a]pyrazin-3-yl)pyridin-2-yl)-2-cyclopropylacetamide